N-(2-hydroxypropyl)cyclohexylamine OC(CNC1CCCCC1)C